ClC1=NC(=C(C(=N1)NC1COCC1)[N+](=O)[O-])Cl 2,6-dichloro-5-nitro-N-tetrahydrofuran-3-ylpyrimidin-4-amine